C[C@@H]1C(N=C2N1C1=CC=C(C=C1C(N2CC=2C=NN(C2)C)=O)S(=O)(=O)NC2(CC2)C)(C)C (R)-1,2,2-trimethyl-4-((1-methyl-1H-pyrazol-4-yl)methyl)-N-(1-methylcyclopropyl)-5-oxo-1,2,4,5-tetrahydroimidazo[1,2-a]quinazoline-7-sulfonamide